((benzyloxy)carbonyl)-L-tyrosine C(C1=CC=CC=C1)OC(=O)N[C@@H](CC1=CC=C(C=C1)O)C(=O)O